COC1=C(C=NC=C1)C1=CC(=NC2=C(N=CC=C12)C1=CC=NN1)N1CCOCC1 4-(4-methoxypyridin-3-yl)-2-(morpholin-4-yl)-8-(1H-pyrazol-5-yl)-1,7-naphthyridine